tert-butyl 4-(3-(trifluoromethoxy)pyridin-2-yl)piperazine-1-carboxylate FC(OC=1C(=NC=CC1)N1CCN(CC1)C(=O)OC(C)(C)C)(F)F